FC(C=1C=C(C=CC1)N=C=S)(F)F 3-(trifluoromethyl)-phenyl isothiocyanate